C(C)[C@@]1(C(N(C(N1)=O)C1=NC=C(N=C1)OC1=CC=CC2=C1C1(CC1)CO2)=O)C (5R)-5-Ethyl-5-methyl-3-(5-spiro[2H-benzofuran-3,1'-cyclopropan]-4-yloxypyrazin-2-yl)imidazolidin-2,4-dion